(1-((2s,3r,4r,5r)-3-fluoro-4-hydroxy-5-(hydroxymethyl)tetrahydrofuran-2-yl)-2-oxo-1,2-dihydropyrimidin-4-yl)-2-methyl-6-(trifluoromethyl)nicotinamide F[C@H]1[C@H](O[C@@H]([C@H]1O)CO)N1C(N=C(C=C1)C=1C(=NC(=C(C(=O)N)C1)C)C(F)(F)F)=O